CC1=CN=C2N1N=C(C=C2)C2=CNC=1N=CN=C(C12)N[C@@H]1CC[C@H](CC1)N1CCOCC1 5-(3-methylimidazo[1,2-b]pyridazin-6-yl)-N-(trans-4-morpholinocyclohexyl)-7H-pyrrolo[2,3-d]pyrimidin-4-amine